C[Si]1(O[Si](O[Si](O[Si](O1)(C=C)C)(C=C)C)(C=C)C)C=C 2,4,6,8-tetramethyl-2,4,6,8-tetravinyl-cyclotetrasiloxane